FC=1C(=CC(=NC1)OC)C(C=O)C 2-(5-fluoro-2-methoxypyridin-4-yl)propan-1-one